C(C)(C)(C)OC(=O)C1=CC=C(OCCCCOC2=CC=C(C=N2)C(CC(=O)OC)C2=CC=C3CCN(CC3=C2)C(=O)OC(C)(C)C)C=C1 tert-butyl 7-(1-(6-(4-(4-(tert-butoxycarbonyl)phenoxy)butoxy)pyridin-3-yl)-3-methoxy-3-oxopropyl)-3,4-dihydroisoquinoline-2(1H)-carboxylate